bicyclo[2.1.1]hexan C12CCC(C1)C2